C(C)(C)(C)OC(NC1=C(C(=CC=C1)C#C[Si](C)(C)C)Cl)=O N-{2-chloro-3-[2-(trimethylsilyl)ethynyl]phenyl}carbamic acid tert-butyl ester